BrC=1C=C(C=CC1)C1(CC2(COC2)C1)C(=O)NN 6-(3-bromophenyl)-2-oxaspiro[3.3]heptane-6-carbohydrazide